ClC1=C2C(=NC=C1)N(C=C2C2=NSC(=N2)C(=O)OCC)COCC[Si](C)(C)C Ethyl 3-[4-chloro-1-(2-trimethylsilylethoxymethyl)pyrrolo[2,3-b]pyridin-3-yl]-1,2,4-thiadiazole-5-carboxylate